C(C1=CC=CC=C1)NC1=NN=C(C2=CC=CC=C12)C1=CC=C(C=C1)OCCC N-benzyl-4-(4-(propoxy)phenyl)phthalazine-1-amine